C(C)(C)C1=C(NC2=CC=C(C=C12)C1CN(C1)C)C=1C(=C(C=2N(C1)N=CN2)C)C 6-(3-isopropyl-5-(1-methylazetidin-3-yl)-1H-indol-2-yl)-7,8-dimethyl-[1,2,4]triazolo[1,5-a]pyridine